C1(CCCCC1)CC1=NC=C(C(=N1)OC1=CC=CC=C1)C(=O)OCC ethyl 2-(cyclohexylmethyl)-4-phenoxy-pyrimidine-5-carboxylate